(R)-5-(3-(2,2-Difluoroethyl)-2-methyl-3H-imidazo[4,5-b]pyridin-5-yl)-N2-(3,3-difluoropiperidin-4-yl)-N4-(oxetan-3-yl)pyrrolo[2,1-f][1,2,4]triazine-2,4-diamine FC(CN1C(=NC=2C1=NC(=CC2)C=2C=CN1N=C(N=C(C12)NC1COC1)N[C@H]1C(CNCC1)(F)F)C)F